1-(4-chloro-3-fluorophenyl)-5-(chloromethyl)-3-(methoxymethyl)-1,2,4-triazole ClC1=C(C=C(C=C1)N1N=C(N=C1CCl)COC)F